C1(CC1)NC(=O)C1=CC=C(C(=N1)F)C=1CCN(CC1)CC=1C(=C2NC(C=3N(C2=CC1)C=CC3)=O)F N-cyclopropyl-2-fluoro-1'-((6-fluoro-4-oxo-4,5-dihydropyrrolo[1,2-a]quinoxalin-7-yl)methyl)-1',2',3',6'-tetrahydro-[3,4'-bipyridine]-6-carboxamide